[C@H]12CN(C[C@H](CC1)N2)C2=NC(=NC1=C(C(=CC=C21)C2=C(C=CC(=N2)N)C(F)(F)F)F)OC[C@]21CCCN1C[C@@H](C2)F 6-(4-((1R,5S)-3,8-diazabicyclo[3.2.1]octan-3-yl)-8-fluoro-2-(((2R,7aS)-2-fluorotetrahydro-1H-pyrrolizin-7a(5H)-yl)methoxy)quinazolin-7-yl)-5-(trifluoromethyl)pyridin-2-amine